Boc-8-amino-3,6-dioxaoctanoic acid CC(C)(C)OC(=O)C(C(=O)O)OCCOCCN